p-fluorobenzylthiophenol FC1=CC(=C(C=C1)S)CC1=CC=CC=C1